[I-].CC1=CC=C(C=C1)CCN 4-methylphenylethylamine iodide